4-(4-amino-3-chlorophenyl)benzo[d]isoxazol-3-amine NC1=C(C=C(C=C1)C1=CC=CC2=C1C(=NO2)N)Cl